N-[(6-Amino-2-pyridyl)sulfonyl]-6-(2-isopropoxypyrimidin-5-yl)-2-(2,2,4-trimethylpyrrolidin-1-yl)pyridin-3-carboxamid NC1=CC=CC(=N1)S(=O)(=O)NC(=O)C=1C(=NC(=CC1)C=1C=NC(=NC1)OC(C)C)N1C(CC(C1)C)(C)C